C1=CC=CC=2C=CC=3N(C=4C=CC=CC4C3C21)C2=CC=C(C=1OC3=C(C12)C=CC=C3)C=3N=C(C1=C(N3)C3=C(O1)C=CC(=C3)C3=CC=CC=C3)C3=CC=CC=C3 2-(1-Benzo[c]carbazol-7-yldibenzofuran-4-yl)-4,8-diphenyl-benzofuro[3,2-d]pyrimidin